(2S,4r)-1-((S)-2-azido-3-methylbutanoyl)-4-hydroxy-N-methylpyrrolidine-2-carboxamide N(=[N+]=[N-])[C@H](C(=O)N1[C@@H](C[C@H](C1)O)C(=O)NC)C(C)C